FC1=C(C=CC(=C1C)OC=1C=CC2=C(N=C(S2)C)C1)NC=1C2=C(N=CN1)C=CC(=N2)OC2CCN(CC2)C(=O)OC(C)(C)C tert-butyl 4-((4-((2-fluoro-3-methyl-4-((2-methylbenzo[d]thiazol-5-yl)oxy)phenyl)amino)pyrido[3,2-d]pyrimidin-6-yl)oxy)piperidine-1-carboxylate